FC1=C(C(=CC=C1)F)C=1C=2C=3CCCCCC3SC2NC([C@@H](N1)C)=NN (5S)-3-(2,6-difluorophenyl)-5-methyl-9-thia-4,7-diazatricyclo[8.5.0.02,8]pentadeca-1(10),2(8),3-trien-6-one hydrazone